N-(2-Amino-2-methylpropyl)-6-(3-methyl-5-(methylsulfonyl)-1H-indol-2-yl)pyrazine-2-carboxamide NC(CNC(=O)C1=NC(=CN=C1)C=1NC2=CC=C(C=C2C1C)S(=O)(=O)C)(C)C